2-amino-6-(benzyloxy)-7-(cyclopropyl-methyl)-7,9-dihydro-8H-purin-8-one NC1=NC(=C2N(C(NC2=N1)=O)CC1CC1)OCC1=CC=CC=C1